N1C(C=C2C=CC=3C(=C12)C3)=O Cyclopropaindolone